OC(CCCCCCCC(=O)OC(CCCCCCCCCCCC)CCCCCCCCCCCC)CCCCCCC Pentacosan-13-Yl 9-Hydroxyhexadecanoate